(S)-6-(((1-(1-(difluoromethyl)cyclopropyl)-1H-1,2,3-triazol-4-yl)(8-fluoroquinolin-5-yl)methyl)amino)-4-(neopentylamino)quinoline-3,8-dicarbonitrile FC(C1(CC1)N1N=NC(=C1)[C@H](C1=C2C=CC=NC2=C(C=C1)F)NC=1C=C2C(=C(C=NC2=C(C1)C#N)C#N)NCC(C)(C)C)F